C(CCCCC)C(COC(CCCCCCC(CCCCCCCCCC)N(OCCCN(C)C)C(CCCCCCC(=O)OCC(CCCCCC)CCCC)=O)=O)CCCCCCCC 8-{8-[(2-butyloctyl)oxy]-N-[3-(dimethylamino)propoxy]-8-oxooctanoylamino}octadecanoic acid 2-hexyldecyl ester